ethyl 2-(2-(N-ethylacetamido)-4-isopropyl-7-oxothiazolo[4,5-d]pyridazin-6(7H)-yl)acetate C(C)N(C(C)=O)C=1SC2=C(C(=NN(C2=O)CC(=O)OCC)C(C)C)N1